4-[1-[2-[3-(difluoromethyl)-5-(trifluoromethyl)pyrazol-1-yl]acetyl]-4-piperidinyl]-N-tetrahydronaphthalen-1-yl-tetrahydrobenzoxazepine-2-Carboxamide FC(C1=NN(C(=C1)C(F)(F)F)CC(=O)N1CCC(CC1)C1CN(OC=2C(C1)CC=CC2)C(=O)NC2CCCC1=CC=CC=C21)F